4-(3-(4-chloro-3-fluorophenyl)-1-isopropyl-1H-pyrrolo[2,3-b]pyridine-6-carbonyl)-3,3-dimethylpiperazin-2-one ClC1=C(C=C(C=C1)C1=CN(C2=NC(=CC=C21)C(=O)N2C(C(NCC2)=O)(C)C)C(C)C)F